N[C@@H](C(=O)NCCCC(=O)OCN1N=CC(=C1)C=1SC=C(N1)C(NC=1C(=NN(C1)C1CCC(CC1)OCC)C1=NC(=CC=C1F)F)=O)C(C)C (4-(4-((3-(3,6-difluoropyridin-2-yl)-1-((1r,4r)-4-ethoxycyclohexyl)-1H-pyrazol-4-yl)carbamoyl)thiazol-2-yl)-1H-pyrazol-1-yl)methyl 4-((R)-2-amino-3-methylbutanamido)butanoate